2-[3-(6-bromo-2-pyridinyl)imidazo[1,2-b]Pyridazin-7-yl]Propan-2-ol BrC1=CC=CC(=N1)C1=CN=C2N1N=CC(=C2)C(C)(C)O